C(C)(=O)N1C=2C3=C(N(C=C3CCC1)[C@H]1[C@H]([C@H](O)[C@H](O1)COC(C1=CC=CC=C1)(C1=CC=C(C=C1)OC)C1=CC=C(C=C1)OC)F)N=CN2 6-Acetyl-2-{5-O-[bis(4-methoxyphenyl)(phenyl)methyl]-2-deoxy-2-fluoro-β-D-arabinofuranosyl}-6,7,8,9-tetrahydro-2H-2,3,5,6-tetraazabenzo[cd]azulene